ClC=1C=C(C(=O)N2CC(C=CC2)C)C(=CN1)Cl 1-(2,5-dichloroisonicotinoyl)-3-methyl-1,2,3,6-tetrahydropyridin